(rac)-((1s,3s)-3-hydroxy-3-(trifluoromethyl)cyclobutyl)(6-(3-isopropylphenyl)-2-azaspiro[3.4]oct-2-yl)methanone OC1(CC(C1)C(=O)N1CC2(C1)C[C@@H](CC2)C2=CC(=CC=C2)C(C)C)C(F)(F)F |r|